4-{[9-chloro-7-(5-fluoroindol-1-yl)-3,5-dihydro-2H-1,4-benzoxazepin-4-yl]methyl}pyridin-2-amine ClC1=CC(=CC=2CN(CCOC21)CC2=CC(=NC=C2)N)N2C=CC1=CC(=CC=C21)F